5-(Azetidin-2-ylmethoxy)-2-methyl-N-(1-(naphthalen-1-yl)cyclopropyl)benzamide tert-butyl-((1R,3S)-3-aminocyclohexyl)carbamate C(C)(C)(C)N(C(O)=O)[C@H]1C[C@H](CCC1)N.N1C(CC1)COC=1C=CC(=C(C(=O)NC2(CC2)C2=CC=CC3=CC=CC=C23)C1)C